2,2-dimethylfuranyl-ethyl benzoate C(C1=CC=CC=C1)(=O)OCCC1C(OC=C1)(C)C